FC=1C=C(C=CC1F)NC(N(CC1=NNC(=C1)C(F)(F)F)C=1C=NC(=CC1)OC)=O (3,4-Difluorophenyl)-1-(6-methoxypyridin-3-yl)-1-((5-(trifluoromethyl)-1H-pyrazol-3-yl)methyl)urea